(S)-2-(((tert-butyldiphenylsilyl)oxy)methyl)-5-oxopyrrolidine-1-carboxylic acid tert-butyl ester C(C)(C)(C)OC(=O)N1[C@@H](CCC1=O)CO[Si](C1=CC=CC=C1)(C1=CC=CC=C1)C(C)(C)C